OC1C([SeH+]CC1O)CO 3,4-dihydroxy-2-(hydroxymethyl)tetrahydro-1H-selenophen-1-ium